4-amino-8-(2,6-difluoropyridin-3-yl)-7-fluoro-3-(propylcarbamoyl)isoquinoline 2-oxide NC1=C([N+](=CC2=C(C(=CC=C12)F)C=1C(=NC(=CC1)F)F)[O-])C(NCCC)=O